C(C)(C)(C)ONC1=NC(=NC(=N1)C1=NC(=CC=C1)C(F)(F)F)NC1=CC(=NC=C1)C(F)(F)F 4-(tert-butoxyamino)-6-(6-(trifluoromethyl)pyridine-2-yl)-N-(2-(trifluoromethyl)pyridin-4-yl)-1,3,5-triazin-2-amine